(2S)-2-(hydroxymethyl)-2-methylmorpholine-4-carboxylate OC[C@@]1(CN(CCO1)C(=O)[O-])C